S12C=3N=CN=CC3C(C=C2CC2=CC=CC=C21)=O 1-thia-1,3,5-triazatetracyclo[8.7.0.02,7.012,17]heptadeca-2(7),3,5,9,12,14,16-heptaen-8-one